NC=1C=C(C=C(C1)C(F)(F)F)[C@@H](C)NC=1C2=C(N=C(N1)Cl)C=NC(=C2)N2CCN(CC2)C (R)-N-(1-(3-amino-5-(trifluoromethyl)phenyl)ethyl)-2-chloro-6-(4-methylpiperazin-1-yl)pyrido[3,4-d]pyrimidin-4-amine